C1C[C@H](N(C1)C(=O)C[NH3+])C(=O)[O-] The molecule is a peptide zwitterion obtained by transfer of a proton from the carboxy to the amino terminus of Gly-Pro. It is a tautomer of a Gly-Pro.